ClC1=CC(=C2C(C(=CN(C2=N1)C=1SC(=CN1)F)C(=O)[O-])=O)C 7-chloro-1-(5-fluoro-1,3-thiazol-2-yl)-5-methyl-4-oxo-1,4-dihydro-1,8-naphthyridine-3-carboxylate